β-arginyl-2,3-diaminopropionic acid-N-palmityl-N-oleyl-amide trihydrochloride Cl.Cl.Cl.C(CCCCCCCCCCCCCCC)N(C(C(C(N)C([C@@H](N)CCCNC(N)=N)=O)N)=O)CCCCCCCC\C=C/CCCCCCCC